CC(CCCCNCCCCCCC(C(=O)OC(CCCCCCCC)CCCCCCCC)(C)C)(C(OCCCCCCCCCCC)=O)C 1-octylnonyl 8-[(5,5-dimethyl-6-oxo-6-undecoxy-hexyl)amino]-2,2-dimethyl-octanoate